C(C)(C)(C)OC(=O)NCCC1N([C@@H](OC1=O)C(C)(C)C)C(=O)[O-] (S)-4-(2-((tert-butoxycarbonyl)amino)ethyl)-2-(tert-butyl)-5-oxooxazolidine-3-carboxylate